ClC1=CC=C(C=C1)[C@@H](C)N1N=NN=C1 1-((R)-1-(4-chlorophenyl)ethyl)-1H-tetrazol